N12CCN(C(CC1)CC2)C(=O)N2N=C(C1=C2CCC1)I (1,4-diazabicyclo[3.2.2]nonan-4-yl)(3-iodo-5,6-dihydrocyclopenta[c]-pyrazol-1(4H)-yl)meth-anone